The molecule is a (3E,5Z)-dienoyl-CoA(4-) obtained by deprotonation of the phosphate and diphosphate functions of (3E,5Z)-dodecadienoyl-CoA; major species at pH 7.3. It is a (3E,5Z)-dienoyl-CoA(4-), a medium-chain fatty acyl-CoA(4-) and a polyunsaturated fatty acyl-CoA(4-). It is a conjugate base of a (3E,5Z)-dodecadienoyl-CoA. CCCCCC/C=C\\C=C\\CC(=O)SCCNC(=O)CCNC(=O)[C@@H](C(C)(C)COP(=O)([O-])OP(=O)([O-])OC[C@@H]1[C@H]([C@H]([C@@H](O1)N2C=NC3=C(N=CN=C32)N)O)OP(=O)([O-])[O-])O